3-((1-(imidazo[1,2-a]pyrazin-3-yl)azetidin-3-yl)oxy)-4-methyl-N-(5-(trifluoromethyl)pyridin-3-yl)benzamide N=1C=C(N2C1C=NC=C2)N2CC(C2)OC=2C=C(C(=O)NC=1C=NC=C(C1)C(F)(F)F)C=CC2C